CC1=NOC(=N1)N1C2CC(CC1CC2)N2CCC(CC2)C(=O)NC2(CCC2)C(F)(F)F 1-(8-(3-methyl-1,2,4-oxadiazol-5-yl)-8-azabicyclo[3.2.1]oct-3-yl)-N-(1-(trifluoromethyl)cyclobutyl)piperidine-4-carboxamide